FC(COCC=C)(C(C(C(F)F)(F)F)(F)F)F allyl 2,2,3,3,4,4,5,5-octafluoropentyl ether